imidazole-5-Formaldehyde N1C=NC=C1C=O